COC(C1CCN(CC1)C1=CC=C(C=N1)[C@H]1[C@H](CC(C2=CC(=CC=C12)O)(F)F)C1=CC=CC=C1)OC (1S,2S)-1-[6-[4-(dimethoxymethyl)-1-piperidyl]-3-pyridyl]-4,4-difluoro-2-phenyl-tetralin-6-ol